(3S)-3-(methoxymethoxy)-1-pyrrolidinol COCO[C@@H]1CN(CC1)O